10-methyl-7-((methylsulfonyl)methyl)-11-oxo-3,4,10,11-tetrahydro-1H-1,4,10-triaza-dibenzo[cd,f]azulene-6-carboxamide CN1C=CC2=C(C3=C4C(NC=C4C(=C2CS(=O)(=O)C)C(=O)N)CCN3)C1=O